OC(CSC1=C(C=CC=C1)CC(C(O)S)O)CO 3-[2-(2,3-dihydroxypropylsulfanyl)phenyl]-sulfanylpropane-1,2-diol